O1CCC(=CC1)C=1C2=C(C(=NC1)OC)N=C(S2)NC(=O)C=2C=NN(C2)C2=CC=NC=C2 1-Pyridin-4-yl-1H-pyrazole-4-carboxylic acid [7-(3,6-dihydro-2H-pyran-4-yl)-4-methoxy-thiazolo[4,5-c]pyridin-2-yl]-amide